COC1=NOC(=C1)CCNC(OC(C)(C)C)=O tert-butyl (2-(3-methoxyisoxazol-5-yl)ethyl)carbamate